C(C\C=C/CC)OC(C1=C(C=CC=C1)O)=O 2-hydroxybenzoic acid (Z)-hex-3-en-1-yl ester